Bromoisopentane BrCCC(C)C